2-(2,6-Dioxopiperidin-3-yl)-5-(((1S,2R)-2-(ethylamino)-2,3-dihydro-1H-inden-1-yl)(methyl)amino)isoindolin-1,3-dion O=C1NC(CCC1N1C(C2=CC=C(C=C2C1=O)N(C)[C@@H]1[C@@H](CC2=CC=CC=C12)NCC)=O)=O